1,5,9-trimethyl-13-oxabicyclo[10.1.0]-trideca-4,8-diene CC12CCC=C(CCC=C(CCC2O1)C)C